FC1=C(C(=CC=C1)OC)N1N=C2C(=CC1=O)NN=C2C2=CC=C(C=C2)N2CCC(CC2)N2CCN(CC2)C 5-(2-Fluoro-6-methoxyphenyl)-3-(4-(4-(4-methylpiperazin-1-yl)piperidin-1-yl)phenyl)-1H-pyrazolo[4,3-c]pyridazin-6(5H)-on